FC1=CC(=C(C#N)C=C1)OC(C)C 4-fluoro-2-isopropoxybenzonitrile